glyceryl monovalerate C(CCCC)(=O)OCC(O)CO